BrC1=NC=C(C(=C1)[N+](=O)[O-])F 2-Bromo-5-fluoro-4-nitropyridine